3-((2S,3S)-1-Methyl-5-oxo-2-(pyridin-3-yl)pyrrolidine-3-carboxamido)propanoic acid Hydrochloric acid salt Cl.CN1[C@@H]([C@H](CC1=O)C(=O)NCCC(=O)O)C=1C=NC=CC1